5,5'-(2,6-dibromobenzo[1,2-b:4,5-b']dithiophene-4,8-diyl)bis-2-thiophenecarboxylic acid, 2,2'-bis(2-ethylhexyl) ester BrC1=CC=2C(S1)=C(C1=C(SC(=C1)Br)C2C2=CC=C(S2)C(=O)OCC(CCCC)CC)C2=CC=C(S2)C(=O)OCC(CCCC)CC